NC1=CC(=C(OC2=CC=NC3=CC(=C(C=C23)C(=O)N)OC)C=C1)F 4-(4-amino-2-fluorophenoxy)-7-methoxyquinoline-6-formamide